ClC1=NC=C2N(C(N(C2=N1)C1CCOCC1)=O)CC(=O)N(C)C 2-(2-Chloro-8-oxo-9-(tetrahydro-2H-pyran-4-yl)-8,9-dihydro-7H-purin-7-yl)-N,N-dimethylacetamide